3,6-bis(diphenylamino)-9-[4-(4,6-diphenyl-1,3,5-triazin-2-yl)phenyl]-9H-carbazole C1(=CC=CC=C1)N(C=1C=CC=2N(C3=CC=C(C=C3C2C1)N(C1=CC=CC=C1)C1=CC=CC=C1)C1=CC=C(C=C1)C1=NC(=NC(=N1)C1=CC=CC=C1)C1=CC=CC=C1)C1=CC=CC=C1